Cl.CN(CCCN=C=NCC)C N-[3-(dimethylamino)propyl]-3-ethylcarbodiimide hydrochloride